FC(C(C(F)(F)F)(F)F)F heptafluoro-propane